C(C=C)(=O)N1[C@H](CN(CC1)C(=O)OC(C)(C)C)C1=CC(=NC(=C1)Cl)Br T-butyl (S)-4-acryloyl-3-(2-bromo-6-chloropyridin-4-yl)piperazine-1-carboxylate